dicarbazolopyrene N1=C2C=CC=CC2=C2C=CC=3C(C=C4C=CC5=CC=CC6=C7C(C3C4=C65)=C6N=C5C=CC=CC5=C6C=C7)=C12